5-(trifluoro-methyl)pyridine-3-carboxamide FC(C=1C=C(C=NC1)C(=O)N)(F)F